1-(difluoromethylene)-5-(1-{[(3R)-1-(2-hydroxyethyl)hexahydropyridin-3-yl]amino}pyrido[4,3-d][1,2]diazin-4-yl)-2,3-dihydro-1H-inden-4-ol FC(=C1CCC=2C(=C(C=CC12)C=1C2=C(C(=NN1)N[C@H]1CN(CCC1)CCO)C=CN=C2)O)F